The molecule is a tertiany amino compound that is 2,6-dinitro-4-(trifluoromethyl)aniline in which the hydrogens attached to the aniline nitrogen have been replaced by one ethyl and one butyl group. It is used as a pre-emergence herbicide used for the control of grass and other weeds in a range of food and non-food crops. It has a role as a herbicide and an agrochemical. It is a tertiary amino compound, a C-nitro compound, an organofluorine compound and a substituted aniline. CCCCN(CC)C1=C(C=C(C=C1[N+](=O)[O-])C(F)(F)F)[N+](=O)[O-]